O1C=NCC1 4,5-dihydrooxazole